P(=C)([CH2-])([CH2-])[O-] tricarbaphosphate